5-(2,3-dimethylphenyl)-6-methoxy-3-(6-(piperidin-4-yl)pyridin-3-yl)-1-((2-(trimethylsilyl)ethoxy)methyl)-1H-pyrazolo[4,3-b]pyridine CC1=C(C=CC=C1C)C1=C(C=C2C(=N1)C(=NN2COCC[Si](C)(C)C)C=2C=NC(=CC2)C2CCNCC2)OC